CC1(OB(OC1(C)C)C=1C=NN(C1)[C@@H]1C[C@H](C1)O)C trans-3-[4-(4,4,5,5-tetramethyl-[1,3,2]dioxaborolan-2-yl)-pyrazol-1-yl]-cyclobutanol